ClC1=CC(=C(C=C1)C[C@H](C)NC(CN1N=CC2=C(C1=O)C(=CN2C2CC2)C)=O)OC (S)-N-(1-(4-chloro-2-methoxyphenyl)propan-2-yl)-2-(1-cyclopropyl-3-methyl-4-oxo-1,4-dihydro-5H-pyrrolo[2,3-d]pyridazin-5-yl)acetamide